tetraethyl-2,3,6,7-anthracenetetracarboxylic acid C(C)C=1C(=C(C(=C2C=C3C(=C(C(=C(C3=CC12)CC)C(=O)O)C(=O)O)CC)CC)C(=O)O)C(=O)O